(2R,5R)-tert-butyl 5-((R)-2-(2-hydroxyphenyl)-4,5-dihydrooxazol-4-yl)-1-methylpyrrolidine-2-carboxylate OC1=C(C=CC=C1)C=1OC[C@H](N1)[C@H]1CC[C@@H](N1C)C(=O)OC(C)(C)C